(2R,4S)-1-((S)-2-(12-aminododecanamido)-3,3-dimethylbutanoyl)-4-hydroxy-N-((S)-1-(4-(4-methylthiazol-5-yl)phenyl)ethyl)pyrrolidine-2-carboxamide NCCCCCCCCCCCC(=O)N[C@H](C(=O)N1[C@H](C[C@@H](C1)O)C(=O)N[C@@H](C)C1=CC=C(C=C1)C1=C(N=CS1)C)C(C)(C)C